COC([C@@H](C1=CC=CC=C1)N=C=O)=O (R)-2-isocyanato-2-phenylacetic acid methyl ester